3-(2-amino-3-chloropyridin-4-yl)-7-((3S,4S)-4-amino-3-methyl-2-oxa-8-azaspiro[4.5]decan-8-yl)pteridine-2,4(1H,3H)-dione NC1=NC=CC(=C1Cl)N1C(NC2=NC(=CN=C2C1=O)N1CCC2([C@@H]([C@@H](OC2)C)N)CC1)=O